1-[[2-(trimethylsilyl)ethoxy]methyl]pyrazole-3-carbaldehyde C[Si](CCOCN1N=C(C=C1)C=O)(C)C